CC1C(N(C2CC1C2)C(=O)C=2N=C(SC2C2=CC=CC=C2)C)COC=2N=CC1=CC=CC=C1C2 3-{[4-Methyl-2-(2-methyl-5-phenyl-1,3-thiazol-4-carbonyl)-2-azabicyclo[3.1.1]heptan-3-yl]methoxy}isochinolin